CN(C(=O)NC1=CC=C(C=C1)C(F)(F)F)C1=CC=2OC(C(=CC2S1)C(=O)OC)=O methyl 2-(1-methyl-3-(4-(trifluoromethyl)phenyl)ureido)-5-oxo-5H-thieno[3,2-b]pyran-6-carboxylate